ClC1=CC=C(C=C1)N1CC2(C1)CN(CC2)C2=C(C(N(C1=CC=CC=C21)C)=O)C#N 4-[2-(4-Chlorophenyl)-2,6-diazaspiro[3.4]oct-6-yl]-1-methyl-2-oxo-1,2-dihydroquinoline-3-carbonitrile